tert-butyl [5-(benzylsulfanyl)-1-methyl-1H-pyrazol-4-yl]carbamate C(C1=CC=CC=C1)SC1=C(C=NN1C)NC(OC(C)(C)C)=O